4-succinimidooxycarbonyl-alpha-methyl-alpha-(2-pyridyl-(pyridyl)dithio)toluene C1(CCC(N1OC(=O)C1=CC=C(C(SS(C2=NC=CC=C2)C2=NC=CC=C2)C)C=C1)=O)=O